CN(CC(=O)N)C1=CC=C2C(=CNC(C2=C1)=O)C1=C(C=CC=C1)C 2-(methyl(1-oxo-4-(o-tolyl)-1,2-dihydroisoquinolin-7-yl)amino)acetamide